1-benzyl-4-[(2-vinylpyrimidin-4-yl)amino]pyridin-2-one C(C1=CC=CC=C1)N1C(C=C(C=C1)NC1=NC(=NC=C1)C=C)=O